1-chloropropane-2-amine hydrochloride Cl.ClCC(C)N